Cl.Cl.CN1C[C@@H](NCC1)C(=O)OC Methyl (R)-4-methylpiperazine-2-carboxylate dihydrochloride